2-(3,5-dichloro-4-((5-(difluoromethyl)-6-oxo-1,6-dihydropyridazin-3-yl)oxy)phenyl)-3,5-dioxo-2,3,4,5-tetrahydro-1,2,4-triazine-6-carbonitrile ClC=1C=C(C=C(C1OC1=NNC(C(=C1)C(F)F)=O)Cl)N1N=C(C(NC1=O)=O)C#N